2-[[1-(5-chloro-2-fluoro-3-pyridyl)-4-methyl-pyrazol-3-yl]amino]-N-(3-hydroxy-2,6-dimethyl-phenyl)thiazole-5-carboxamide ClC=1C=C(C(=NC1)F)N1N=C(C(=C1)C)NC=1SC(=CN1)C(=O)NC1=C(C(=CC=C1C)O)C